NC=1C2=C(N=CN1)N(C=C2C=2C=NC(=NC2)C)CC(=O)OC(C)(C)C tert-butyl 2-(4-amino-5-(2-methylpyrimidin-5-yl)-7H-pyrrolo[2,3-d]pyrimidin-7-yl)acetate